2-(4-bromo-2-iminopyridin-1(2H)-yl)acetic acid ethyl ester C(C)OC(CN1C(C=C(C=C1)Br)=N)=O